BrC=1C=CC2=C(CC3(CC=4N2C(=NN4)[C@@H]4CC[C@H](CC4)C(F)(F)F)OCCO3)C1 8'-bromo-1'-[trans-4-(trifluoromethyl)cyclohexyl]-4'H,6'H-spiro[1,3-dioxolan-2,5'-[1,2,4]triazolo[4,3-a][1]benzazepine]